5-[2-ethoxy-5-(4-methyl-1-piperazinylsulfonyl)phenyl]-1-methyl-3-n-propyl-1,6-dihydro-7H-pyrazolo[4,3-d]pyrimidin-7-one C(C)OC1=C(C=C(C=C1)S(=O)(=O)N1CCN(CC1)C)C=1NC(C2=C(N1)C(=NN2C)CCC)=O